1,3-dihydroxy-propane OCCCO